CN(C/C=C/C(=O)N1CC=2N(C[C@H]1C)N=C(C2C2=CC=NC=C2)C=2C=C(C#N)C=CC2)C 3-[(6R)-5-[(2E)-4-(dimethylamino)but-2-enoyl]-6-methyl-3-(pyridin-4-yl)-4,5,6,7-tetrahydropyrazolo[1,5-a]pyrazin-2-yl]benzonitrile